ClC1=C(C=C(CC(C(=O)N)(C)C)C=C1)C=1NC(C=C(N1)C=1C=NC(=CC1)OC(F)F)=O (4-chloro-3-{4-[6-(difluoromethoxy)pyridin-3-yl]-6-oxo-1,6-dihydropyrimidin-2-yl}benzyl)isobutyramide